tert-Butyl (1-amino-3-(6-methoxy-2-oxo-1,2-dihydroquinolin-3-yl)-1-oxopropan-2-yl)carbamate NC(C(CC=1C(NC2=CC=C(C=C2C1)OC)=O)NC(OC(C)(C)C)=O)=O